2-(2-isopropylpyridin-3-yl)-9H-pyridino[4',3':4,5]pyrrolo[2,3-d]pyrimidine C(C)(C)C1=NC=CC=C1C=1N=CC2=C(N1)NC1=C2C=CN=C1